C1(CCC1)C1=CC(=NN1)NC(CC1=CC=C(C=C1)OCC1=C(C=NC=C1)N1C(NC(CC1)=O)=O)=O N-(5-cyclobutyl-1H-pyrazol-3-yl)-2-(4-((3-(2,4-dioxotetrahydropyrimidin-1(2H)-yl)pyridin-4-yl)methoxy)phenyl)acetamide